ClC=1C=C(C(=O)OC)C=CC1[C@@]1(COCC1)C#N |r| (±)-methyl 3-chloro-4-(3-cyanotetrahydrofuran-3-yl)benzoate